FC(C1=NC2=CC=C(C=C2C=C1)C=O)F 2-(difluoromethyl)quinoline-6-carbaldehyde